2-(4-vinylphenoxy)styrene C(=C)C1=CC=C(OC2=C(C=C)C=CC=C2)C=C1